C(C)OC([C@@H](O)C)=O ethyl-L-lactate